C(C1=CC=CC=C1)(C1=CC=CC=C1)C1=CC=C2C(=N1)COCC2N(C(OC(C)(C)C)=O)C tert-butyl N-(2-benzhydryl-6,8-dihydro-5H-pyrano[3,4-b]pyridin-5-yl)-N-methyl-carbamate